4,5-DIBROMO-1-METHYL-1H-IMIDAZOLE-2-CARBALDEHYDE BrC=1N=C(N(C1Br)C)C=O